C(C)(C)C=1C=C(C=CC1OC)CC(=O)N 2-(3-isopropyl-4-methoxyphenyl)acetamide